NC=1C(=NC(=CN1)C1=C(C=C(C=C1)NC(C(O)C1=CC(=CC(=C1)F)F)=O)C)C(=O)NC1CCC1 3-amino-N-cyclobutyl-6-(4-(2-(3,5-difluorophenyl)-2-hydroxyacetamido)-2-methylphenyl)pyrazine-2-carboxamide